2-[4-[(3S)-3-Pyrimidin-5-ylisoxazolidine-2-carbonyl]-1-piperidyl]pyridine-4-carbonitrile N1=CN=CC(=C1)[C@H]1N(OCC1)C(=O)C1CCN(CC1)C1=NC=CC(=C1)C#N